COC=1C=CC=C2[C@H](CCN(C12)C(C=C)=O)N1C(N(C2=NC(=NC=C2C1)NC1=CC=C(C=C1)N1CCN(CC1)C)C)=O |o1:7| 3-[rel-(4S)-8-methoxy-1-prop-2-enoyl-3,4-dihydro-2H-quinolin-4-yl]-1-methyl-7-[4-(4-methylpiperazin-1-yl)anilino]-4H-pyrimido[4,5-d]pyrimidin-2-one